tert-butyl 7-(6-(trifluoromethyl) nicotinoyl)-3,4-dihydroisoquinoline-2(1H)-carboxylate FC(C1=NC=C(C(=O)C2=CC=C3CCN(CC3=C2)C(=O)OC(C)(C)C)C=C1)(F)F